7,8-dichloro-6-(3-fluoro-2-pyridyl)-1-(1-methylpyrazol-4-yl)-4H-[1,2,4]triazolo[4,3-a][1,4]benzodiazepine ClC1=C(C=CC2=C1C(=NCC=1N2C(=NN1)C=1C=NN(C1)C)C1=NC=CC=C1F)Cl